BrC1=CC=C(OCC2=CC(=NN2C)CC)C=C1 5-((4-Bromophenoxy)methyl)-3-ethyl-1-methyl-1H-pyrazole